NC1=C(C=C(C=C1C)F)CNCC(=O)OC(C)(C)C tert-butyl 2-{[(2-amino-5-fluoro-3-methylphenyl)methyl]amino}acetate